C(#C)C1=C2C=CC(=CC2=CC=C1F)OP(=O)([O-])[O-] 5-ethynyl-6-fluoronaphthalen-2-yl-phosphate